difluoromethyl-N-[(3S,4R)-1-[(4-chloro-3,5-difluoro-1H-indol-2-yl)carbonyl]-4-fluoropyrrolidin-3-yl]-N-[2-(3-fluoroazetidin-1-yl)ethyl]carbamoyl fluoride FC(F)C(CN(C(=O)F)[C@H]1CN(C[C@H]1F)C(=O)C=1NC2=CC=C(C(=C2C1F)Cl)F)N1CC(C1)F